3,5-bis(5-nitro-1,3,4-oxadiazole-2-yl)-4-nitro-pyrazole hydroxylamine salt NO.[N+](=O)([O-])C1=NN=C(O1)C1=NNC(=C1[N+](=O)[O-])C=1OC(=NN1)[N+](=O)[O-]